tert-butyl (6,7-dichloro-3-iodo-1H-indol-4-yl)carbamate ClC1=CC(=C2C(=CNC2=C1Cl)I)NC(OC(C)(C)C)=O